(phenoxy(phenyl)thiophosphoryl)-L-alanine isopropyl ester C(C)(C)OC([C@@H](NP(=S)(C1=CC=CC=C1)OC1=CC=CC=C1)C)=O